2,4,6-trimethylpyridin-1-ium CC1=[NH+]C(=CC(=C1)C)C